CN(C(C)C)CC methylethyl-isopropylamine